N-[(2S)-7-chloro-2-(hydroxymethyl)-2-methyl-6-morpholino-3H-benzofuran-5-yl]pyrazolo[1,5-a]pyrimidine-3-carboxamide ClC1=C(C(=CC=2C[C@@](OC21)(C)CO)NC(=O)C=2C=NN1C2N=CC=C1)N1CCOCC1